COC1=NC=C(C2=C1N=C(S2)NC(=O)N2CC1(CC2)COCCC1)C1=CC=CC=C1 7-Oxa-2-aza-spiro[4.5]decane-2-carboxylic acid (4-methoxy-7-phenyl-thiazolo[4,5-c]pyridin-2-yl)-amide